5-(3-isopropyl-2-methyl-3H-imidazo[4,5-b]pyridin-5-yl)-N-((1-(trifluoromethyl)cyclopropyl)methyl)-7H-pyrrolo[2,3-d]pyrimidin-2-amine C(C)(C)N1C(=NC=2C1=NC(=CC2)C2=CNC=1N=C(N=CC12)NCC1(CC1)C(F)(F)F)C